4-(tert-butyl)cyclohexane-carbaldehyde C(C)(C)(C)C1CCC(CC1)C=O